ClC1=CC2=C(N=C(NC2=O)C)C=2N1C=NC2C 6-chloro-2,10-dimethylimidazo[1',5':1,2]pyrido[3,4-d]pyrimidin-4(3H)-one